[Pd+2].ClC(CP(C1=CC=CC=C1)C1=CC=CC=C1)(CP(C1=CC=CC=C1)C1=CC=CC=C1)Cl dichloro(1,3-bis(diphenylphosphino)propane) palladium (II)